(R)-2-((6-(4-fluorophenyl)-4-((1-(2-(trifluoromethyl)pyrimidin-5-yl)ethyl)amino)quinazolin-8-yl)oxy)-1-(pyrrolidin-1-yl)ethan-1-one FC1=CC=C(C=C1)C=1C=C2C(=NC=NC2=C(C1)OCC(=O)N1CCCC1)N[C@H](C)C=1C=NC(=NC1)C(F)(F)F